2-((1s,2r)-1-(2-cyano-4-(trifluoromethyl)phenyl)-1-(1-methyl-1H-pyrazol-4-yl)propan-2-yl)-5-hydroxy-N-(isoxazol-4-yl)-1-methyl-6-oxo-1,6-dihydropyrimidine-4-carboxamide C(#N)C1=C(C=CC(=C1)C(F)(F)F)[C@H]([C@@H](C)C=1N(C(C(=C(N1)C(=O)NC=1C=NOC1)O)=O)C)C=1C=NN(C1)C